C(C)CC(C(=O)[O-])(C)C ethylpivalate